C(#N)CC1(COC1)COC1=CC=C(C=C1)C=1C=C(C(NC1C(F)(F)F)=O)C(=O)N 5-(4-((3-(cyanomethyl)oxetan-3-yl)methoxy)phenyl)-2-oxo-6-(trifluoromethyl)-1,2-dihydropyridine-3-carboxamide